N-(cyclopropylmethyl)-N'-(4-hydroxytetrahydropyran-3-yl)oxamide C1(CC1)CNC(=O)C(=O)NC1COCCC1O